The molecule is a sphingomyelin 33:1 obtained by formal condensation of the carboxy group of hexadecanoic acid with the amino group of 15-methylhexadecasphingosine-1-phosphocholine. It is a metabolite of the nematode Caenorhabditis elegans. It has a role as a Caenorhabditis elegans metabolite. It derives from a 15-methylhexadecasphing-4-enine and a hexadecanoic acid. CCCCCCCCCCCCCCCC(=O)N[C@@H](COP(=O)([O-])OCC[N+](C)(C)C)[C@@H](/C=C/CCCCCCCCCC(C)C)O